1,3,5-tris[(3-pyridyl)-phenyl]Benzene N1=CC(=CC=C1)C1=C(C=CC=C1)C1=CC(=CC(=C1)C1=C(C=CC=C1)C=1C=NC=CC1)C1=C(C=CC=C1)C=1C=NC=CC1